(R)-N-((7R,10R)-6,9-dioxo-13,13,13-triphenyl-7-(tritylthiomethyl)-12-thia-2,5,8-triazatridecan-10-yl)-3-mercapto-2-(2-(methylamino)ethylamino)propanamide O=C(NCCNC)[C@@H](NC([C@H](CSC(C1=CC=CC=C1)(C1=CC=CC=C1)C1=CC=CC=C1)NC([C@H](CS)NCCNC)=O)=O)CSC(C1=CC=CC=C1)(C1=CC=CC=C1)C1=CC=CC=C1